C(C1=CC=CO1)NC1=C2NC=NC2=NC=N1 N(sup 6)-Furfuryladenine